C(C)(=O)OC1CC(NC(C1)(C)C)(C)C 4-acetoxy-2,2,6,6-tetramethylpiperidine